O1C2=C(OCC1C=1N[C@@H]([C@H](N1)[2H])[2H])C(=C(C(=C2[2H])[2H])[2H])[2H] (4R,5R)-2-(2,3-dihydrobenzo[b][1,4]dioxin-2-yl-5,6,7,8-d4)-4,5-dihydro-1H-imidazole-4,5-d2